C(C1=CC=CC=C1)(=O)NC=1OC=C(N1)C(=O)NC1=CC(=CC=C1)NS(=O)(=O)C 2-benzamido-N-(3-(methylsulfonamido)phenyl)oxazole-4-carboxamide